OC=1C(=NC=C(C1)C=1C=NN(C1)C1=CC=CC=C1)C(=O)NCC(C(=O)O)C 3-(3-Hydroxy-5-(1-phenyl-1H-pyrazol-4-yl)picolinamido)-2-methylpropanoic acid